C(CC(C)C)OC(CCCCCCC\C=C/CCCCCCCC)=O Oleic acid isoamyl ester